CSN1C=CC2=CC=CC=C12 (methylthio)-1H-indol